(1S,2S)-2-(6-((1H-imidazol-1-yl)methyl)pyridin-3-yl)cyclopropane-1-carboxylic acid N1(C=NC=C1)CC1=CC=C(C=N1)[C@@H]1[C@H](C1)C(=O)O